C(#N)[C@H](C[C@H]1C(NCC1)=O)NC([C@H](CCC(F)(F)F)NC(=O)C=1NC2=CC=CC(=C2C1)OC)=O N-[(2S)-1-({(1S)-1-cyano-2-[(3S)-2-oxopyrrolidin-3-yl]Ethyl}amino)-5,5,5-trifluoro-1-oxopentan-2-yl]-4-methoxy-1H-indole-2-carboxamide